CC1=CC=C(C=C1)S(=O)(=O)OC1COCC2=CC=C(C=C12)C(F)(F)F 6-(trifluoromethyl)isochroman-4-yl 4-methylbenzenesulfonate